N-(1-cyanocyclopropyl)-9-(5-(difluoromethyl)-1,3,4-thiadiazol-2-yl)-4-(2-(1,1-dioxidoisothiazolidin-2-yl)ethoxy)-9H-pyrimido[4,5-b]indole-7-sulfonamide C(#N)C1(CC1)NS(=O)(=O)C1=CC=C2C3=C(N(C2=C1)C=1SC(=NN1)C(F)F)N=CN=C3OCCN3S(CCC3)(=O)=O